1-bromo-4-(N-cyclopropyl-S-methylsulphonimidoyl)benzene BrC1=CC=C(C=C1)S(=O)(=NC1CC1)C